7-hydroxy-1-methoxy-5-methyl-1-phenyl-1,3,4,4a,5,11a-hexahydro-2H-pyrido[1,2-a]quinoxaline-6,8-dione OC=1C(C=CN2C1C(N(C1CCCC(C21)(C2=CC=CC=C2)OC)C)=O)=O